(E)-6-(naphthalen-2-yl)imidazo[2,1-b]oxazole-5-carbaldehyde O-(2,3-dihydro-1H-inden-2-yl) oxime C1C(CC2=CC=CC=C12)O\N=C\C1=C(N=C2OC=CN21)C2=CC1=CC=CC=C1C=C2